(2S,4R)-tert-butyl 2-((4-cyanobenzyl)carbamoyl)-4-hydroxypyrrolidine-1-carboxylate C(#N)C1=CC=C(CNC(=O)[C@H]2N(C[C@@H](C2)O)C(=O)OC(C)(C)C)C=C1